ClC1=NC=CC(=C1N1C(C2=CC(=C(C=C2C(=C1)C(C)C)N1N=C(N(C1=O)CC)CO)F)=O)C (2-chloro-4-methylpyridin-3-yl)-6-(4-ethyl-3-(hydroxymethyl)-5-oxo-4,5-dihydro-1H-1,2,4-triazol-1-yl)-7-fluoro-4-isopropylisoquinolin-1(2H)-one